1,9-bis(7-benzo[c]acridinyl)nonane C1=CC=CC=2C=CC=3C(=C4C=CC=CC4=NC3C21)CCCCCCCCCC2=C1C=CC=CC1=NC=1C3=C(C=CC21)C=CC=C3